5-chloro-1'-(2-{4-[(1S)-1-methanesulfonylethyl]phenoxy}ethyl)-1,2-dihydrospiro[indole-3,4'-piperidin]-2-one ClC=1C=C2C(=CC1)NC(C21CCN(CC1)CCOC1=CC=C(C=C1)[C@H](C)S(=O)(=O)C)=O